9,9-bis[3-(3-aminobenzamido)-4-hydroxyphenyl]fluorene NC=1C=C(C(=O)NC=2C=C(C=CC2O)C2(C3=CC=CC=C3C=3C=CC=CC23)C2=CC(=C(C=C2)O)NC(C2=CC(=CC=C2)N)=O)C=CC1